NCC=1C=C(C=C(C1)CN)O 3,5-bis(aminomethyl)phenol